6-oxabicyclo[3.1.0]-3-hexene C12CC=CC2O1